(3S)-3-(5-(2,6-dimethylphenyl)pyridin-3-yl)-3-((3R)-3-methyl-2-(4-methyl-2-oxopyridin-1(2H)-yl)pentanamido)propanoic acid CC1=C(C(=CC=C1)C)C=1C=C(C=NC1)[C@H](CC(=O)O)NC(C([C@@H](CC)C)N1C(C=C(C=C1)C)=O)=O